OC1=C(C(=CC(=C1CC=C(C)C)O)OC)C(\C=C\C1=COC=C1)=O (E)-1-(2,4-dihydroxy-6-methoxy-3-(3-methylbut-2-en-1-yl)phenyl)-3-(furan-3-yl)prop-2-en-1-one